4-(3-(6-((2-(2,6-dioxopiperidin-3-yl)-1,3-dioxoisoindol-4-yl)amino)hexyl)-4,4-dimethyl-2,5-dioxoimidazolidin-1-yl)-2-(trifluoromethyl)benzonitrile O=C1NC(CCC1N1C(C2=CC=CC(=C2C1=O)NCCCCCCN1C(N(C(C1(C)C)=O)C1=CC(=C(C#N)C=C1)C(F)(F)F)=O)=O)=O